C(C)[C@H]1CN(CCN1)[C@@H]1CC[C@H](CC1)N1C=C(C2=C1N=CN=C2N)C2=CC=C(C=C2)OC2=CC=CC=C2 7-((trans)-4-((S)-3-ethylpiperazin-1-yl)cyclohexyl)-5-(4-phenoxyphenyl)-7H-pyrrolo[2,3-d]pyrimidin-4-amine